N-[3-(1H-1,3-benzodiazol-2-yl)phenyl]-3-phenoxybenzamide N1C(=NC2=C1C=CC=C2)C=2C=C(C=CC2)NC(C2=CC(=CC=C2)OC2=CC=CC=C2)=O